ethyl 2-(2,8-dichloro-9-ethoxy-5-oxobenzo[b][1,8]naphthyridin-10(5H)-yl)acetate ClC=1C=CC=2C(C3=C(N(C2N1)CC(=O)OCC)C(=C(C=C3)Cl)OCC)=O